CC1=CC=C(C(=O)[C@@](C(=O)O)(O)[C@@H](O)C(=O)O)C=C1 p-methylbenzoyl-L-tartaric acid